1-(tert-butyl) 2-methyl (2S,4R)-4-acetoxypyrrolidine-1,2-dicarboxylate C(C)(=O)O[C@@H]1C[C@H](N(C1)C(=O)OC(C)(C)C)C(=O)OC